FC=1C=C(OC2=CC(=C(C(=O)C3=CNC4=NC=C(C(=C43)N[C@H]4CO[C@@H](CC4)CO)C#N)C=C2)C)C=CC1 3-(4-(3-fluorophenoxy)-2-methylbenzoyl)-4-(((3R,6S)-6-(hydroxymethyl)tetrahydro-2H-pyran-3-yl)amino)-1H-pyrrolo[2,3-b]pyridine-5-carbonitrile